4-chloro-1H-indole-2-carbonyl chloride ClC1=C2C=C(NC2=CC=C1)C(=O)Cl